tert-butyl 6-(4,4,5,5-tetramethyl-1,3,2-dioxaborolan-2-yl)spiro[chromane-2,4'-piperidine]-1'-carboxylate CC1(OB(OC1(C)C)C=1C=C2CCC3(CCN(CC3)C(=O)OC(C)(C)C)OC2=CC1)C